FC=1C=C(C#N)C=CC1C=1C2=C(N=C(N1)N1CC(C1)OC=1C=NC(=NC1)C)C(N(C(=N2)C(F)(F)F)C)=O 3-fluoro-4-(7-methyl-2-(3-((2-methylpyrimidin-5-yl)oxy)azetidin-1-yl)-8-oxo-6-(trifluoromethyl)-7,8-dihydropyrimido[5,4-d]pyrimidin-4-yl)benzonitrile